ClC=1N=CC2=CC(=CC(=C2C1)F)F 3-chloro-5,7-difluoroisoquinolin